OC1=C(C(=C(C2OC3=CC(=CC=C3C(C2)=O)O)C=C1)CCC(=C)C)OC 4',7-dihydroxyl-3'-methoxyl-2'-isopentenyl-dihydroflavone